S1C(=CC=C1)CCOCCCCCC(=O)O 6-(2-(thiophen-2-yl)ethoxy)hexanoic acid